NC=1C=C2C(N(C=NC2=CC1)[C@H]1COC2(C1)CCN(CC2)C(=O)OC(C)(C)C)=O tert-butyl (R)-3-(6-amino-4-oxoquinazolin-3(4H)-yl)-1-oxa-8-azaspiro[4.5]decane-8-carboxylate